C(C1=CC=CC=C1)NNC(COC1=CC=CC=2CC(OC21)(C)C)=O N'-benzyl-2-((2,2-dimethyl-2,3-dihydrobenzofuran-7-yl)oxy)acetohydrazide